3-(2-fluoro-4-trifluoromethyl-phenyl)-tetrahydro-furan-ol FC1=C(C=CC(=C1)C(F)(F)F)C1C(OCC1)O